CN(C(=O)C=1C=C2C(C=C(OC2=CC1)N1CCOCC1)=O)C N,N-dimethyl-2-morpholino-4-oxo-chromene-6-carboxamide